trans-N-(3-(2,6-dimethoxyphenyl)-1-((2-(trimethylsilyl)ethoxy)methyl)-1H-pyrrolo[2,3-b]pyridin-6-yl)-2-formylcyclopropane-1-carboxamide COC1=C(C(=CC=C1)OC)C1=CN(C2=NC(=CC=C21)NC(=O)[C@H]2[C@@H](C2)C=O)COCC[Si](C)(C)C